3-(4-Diethylamino-2-hexyloxyphenyl)-3-(2-methyl-1-ethylindol-3-yl)-4-azaphthalide C(C)N(C1=CC(=C(C=C1)C1(OC(=O)C2=CC=CN=C12)C1=C(N(C2=CC=CC=C12)CC)C)OCCCCCC)CC